4-(isopropylamino)pyridine-3-carboxylic acid C(C)(C)NC1=C(C=NC=C1)C(=O)O